ClC1=C(C=2N(C=C1)N=CC2NC2=CC(=NC=C2C(=O)O)NC(=O)C2CC2)OC 4-((5-Chloro-4-methoxypyrazolo[1,5-a]pyridin-3-yl)amino)-6-(cyclopropanecarboxamido)nicotinic acid